N-(4-Chlorophenyl)-4-(3-tosylureido)benzenesulfonamide ClC1=CC=C(C=C1)NS(=O)(=O)C1=CC=C(C=C1)NC(=O)NS(=O)(=O)C1=CC=C(C)C=C1